(R)-N-(2-(6-((1-Cyclobutylpiperidin-3-yl)amino)-5-methylpyridazin-3-yl)-5-(trifluoromethyl)phenyl)methanesulfonamide C1(CCC1)N1C[C@@H](CCC1)NC1=C(C=C(N=N1)C1=C(C=C(C=C1)C(F)(F)F)NS(=O)(=O)C)C